3-bromo-N-(1,1-dimethylethyl)androstane-3,5-diene-17β-carboxamide BrC1=CC2=CC[C@H]3[C@@H]4CC[C@@H]([C@@]4(C)CC[C@@H]3[C@]2(CC1)C)C(=O)NC(C)(C)C